[C@H]1([C@@H](O)[C@@H](O)[C@H](O)[C@H](O1)CO)O[C@@H]1[C@@H]([C@H](O[C@@H]([C@H]1O)CO[C@@H]1[C@@H](O)[C@@H](O)[C@H](O)[C@H](O1)CO)OCCNC(CCCCC(=O)N[C@@H](CCCCN)C(=O)O)=O)O (6-{[2-({α-D-mannopyranosyl-(1->3)-[α-D-mannopyranosyl-(1->6)]-α-D-mannopyranosyl}oxy)ethyl]amino}-6-oxohexanoyl)-L-lysine